ClC1=CC=C(C=C1)C1=CC=C(C=C1)C=1OC2=C(C1)C=CC=C2 2-(4'-chlorobiphenyl-4-yl)-Benzofuran